lithium 2-(1-(2-methoxypyridin-4-yl)azetidin-3-yl)acetate COC1=NC=CC(=C1)N1CC(C1)CC(=O)[O-].[Li+]